CO[Si](OC)(CCCOCCOCCC#N)OC 3-[(3,3-dimethoxy-2,7-dioxa-3-silanon-9-yl)oxy]propionitrile